N1CCC(=CC1)C1=CC=C(C=C1)N1N=C(C=2C1=NC(=NC2)N)N (4-(1,2,3,6-tetrahydropyridin-4-yl)phenyl)-1H-pyrazolo[3,4-d]pyrimidine-3,6-diamine